C(CN1C(=NC2=C1C=CC(=C2OC)C(N)=O)C2=C(C(=O)O)C=C(C=C2F)Cl)N2C(=NC1=C2C=CC(=C1OC)C(N)=O)C1=C(C(=O)O)C=C(C=C1F)Cl 2,2'-(ethane-1,2-diylbis(5-carbamoyl-4-methoxy-1H-benzo[d]imidazole-1,2-diyl))bis(5-chloro-3-fluorobenzoic acid)